2-(2-amino-10-methyl-10H-phenoxazin-3-yl)propan-2-ol NC1=CC=2N(C3=CC=CC=C3OC2C=C1C(C)(C)O)C